[C].[Mn] MANGANESE CARBON